C/C=C(\\C)/C(=O)O[C@H]1[C@]2(C[C@@]3([C@]1([C@H](C4=C5[C@H](C(=O)O[C@H]([C@@]5(CC[C@@H]4[C@@]3([C@H]2CC(=O)OC)C)C)C6=COC=C6)OC(=O)C(C)(C)O)OC(=O)C)O)OC(=O)C)C The molecule is a limonoid that is the 1,30-diacetyl derivative of trichagmalin F. It has been isolated from Trichilia connaroides. It has a role as a plant metabolite. It is a delta-lactone, a bridged compound, a member of furans, a limonoid, an organic heteropentacyclic compound, a methyl ester, a tertiary alcohol, a secondary alcohol and an acetate ester. It derives from a 2-hydroxyisobutyric acid, a tiglic acid and a trichagmalin F.